2-[[5-[2-fluoro-4-(trifluoromethyl)phenyl]-3-methyl-triazol-4-yl]methyl]-5-(5-oxa-2-azaspiro[3.4]octan-2-yl)pyridazin-3-one FC1=C(C=CC(=C1)C(F)(F)F)C1=C(N(N=N1)C)CN1N=CC(=CC1=O)N1CC2(C1)OCCC2